1-butyrylpiperidin C(CCC)(=O)N1CCCCC1